2-(3,3,3-trifluoroprop-1-en-2-yl)benzamide FC(C(=C)C1=C(C(=O)N)C=CC=C1)(F)F